ClC=1C=C(C=CC1OC(F)(F)F)S(=O)(=O)NC(CN(C)C)C1=CC(=C(C=C1)Cl)Cl 3-chloro-N-(1-(3,4-dichlorophenyl)-2-(dimethylamino)ethyl)-4-(trifluoromethoxy)benzenesulfonamide